CN(C)N=CC(CC[C@H](N)C(=O)O)N 5-[(dimethylamino)iminomethyl]-L-ornithine